N-(1-((2-(Azetidin-1-yl)pyrimidin-5-yl)methyl)-1H-pyrazol-4-yl)-6-(3-chloro-2-fluoro-6-(methylsulfonyl)phenyl)pyrazine-2-carboxamide N1(CCC1)C1=NC=C(C=N1)CN1N=CC(=C1)NC(=O)C1=NC(=CN=C1)C1=C(C(=CC=C1S(=O)(=O)C)Cl)F